NC1=NC=C(C2=C1C(=C(N2C)C2=C(C=C(C=C2)NC(C(=C)C)=O)F)C2=CC(=C(C=C2)OC2=NC=CC(=N2)C(F)F)F)C#N N-(4-(4-amino-7-cyano-3-(4-((4-(difluoromethyl)pyrimidin-2-yl)oxy)-3-fluorophenyl)-1-methyl-1H-pyrrolo[3,2-c]pyridin-2-yl)-3-fluorophenyl)methacrylamide